[OH-].C[N+](CCCS(=O)(=O)O)(CCOC(C(=C)C)=O)C Dimethyl(2-((2-methyl-1-oxoallyl)oxy)ethyl)(3-sulphopropyl)ammonium hydroxide